C(#N)[C@@H](COC(C(F)(F)F)(C)C)N[S@](=O)C(C)(C)C (R)-N-((S)-1-cyano-2-((1,1,1-trifluoro-2-methylpropan-2-yl)oxy)ethyl)-2-methylpropane-2-sulfinamide